NC=1C(N(C=C(C1)C1=C(C=CC(=C1)S(=O)(=O)C)OCC1CC1)C)=O 3-amino-5-[2-(cyclopropylmethoxy)-5-methylsulfonylphenyl]-1-methylpyridin-2-one